C(CCCC)O[Zr] n-pentyloxylzirconium